CC[C@H](C)[C@@H](C(=O)NCC(=O)N[C@@H](CC1=CC=CC=C1)C(=O)N[C@@H](CCC(=O)O)C(=O)N[C@@H](C(C)C)C(=O)N[C@@H](CCC(=O)N)C(=O)N[C@@H](CCC(=O)O)C(=O)N[C@@H](CCC(=O)O)C(=O)O)NC(=O)[C@H]([C@@H](C)O)NC(=O)[C@H](C)NC(=O)[C@H](CCCCNC(=O)/C=C/C2=CC=C(C=C2)C(F)(F)F)NC(=O)[C@H](CC(=O)O)NC(=O)C The molecule is a mimotope of the pyruvate dehydrogenase E2 component (PDC-E2) comprising a {(2E)-3-[4-(trifluoromethyl)phenyl]prop-2-enoyl}-group linked to the lipoated PDC-E2 core dodecapeptide (DKATIGFEVQEE) at N-6 of lysine. It has a role as a mimotope. It is a lipopeptide and a polypeptide.